[Si](C)(C)(C(C)(C)C)OC=1C=C2C=CN(C2=CC1)C(=O)OC(C)(C)C tert-butyl 5-(tert-butyldimethylsilyloxy)-1H-indole-1-carboxylate